C(C)SC1=C(C=CC(=C1)C(F)(F)F)C=1N(C(=CN1)C=O)C 2-(2-(ethylsulfanyl)-4-(trifluoromethyl)phenyl)-1-methyl-1H-imidazole-5-carbaldehyde